2,4,6-Tris(3,5-di-tert-butyl-4-hydroxyphenoxy)-1,2,3-triazin C(C)(C)(C)C=1C=C(ON2NC(=CC(=N2)OC2=CC(=C(C(=C2)C(C)(C)C)O)C(C)(C)C)OC2=CC(=C(C(=C2)C(C)(C)C)O)C(C)(C)C)C=C(C1O)C(C)(C)C